COC1=C(C=CC=C1)S(=O)(=O)N1C2CN(CC1CC2)C(=O)C2=CN=NN2 {8-[(2-methoxyphenyl)sulfonyl]-3,8-diazabicyclo[3.2.1]oct-3-yl}(1H-1,2,3-triazol-5-yl)methanone